FC1=C(CC=2C=C(C=CC2)[C@H](CC(=O)OCC)NC(=O)NC=2C(N(C=CC2O)C)=O)C=CC=C1 ethyl (S)-3-(3-(2-fluorobenzyl)phenyl)-3-(3-(4-hydroxy-1-methyl-2-oxo-1,2-dihydropyridin-3-yl) ureido)propanoate